2,5-di(pyridin-4-yl)pyridine N1=CC=C(C=C1)C1=NC=C(C=C1)C1=CC=NC=C1